N(=[N+]=[N-])CC=1C=CC(=C(C1)C(C)(C)O)F 2-(5-(azidomethyl)-2-fluorophenyl)propan-2-ol